Br.C[C@@H]1N([C@@H](CNC1)C)CC(=O)NC=1C=NC(=CC1)N1C(NC(CC1)=O)=O 2-((2s,6r)-2,6-dimethylpiperazin-1-yl)-N-(6-(2,4-dioxotetrahydropyrimidin-1(2H)-yl)pyridin-3-yl)acetamide hydrobromide